(2R)-2-[6-(5-chloro-2-{[(1R,3S)-3-hydroxycyclopentyl]amino}pyrimidin-4-yl)-1-oxo-2,3-dihydro-1H-isoindol-2-yl]-N-[(1S)-1-(3-fluoro-5-methoxyphenyl)-2-hydroxyethyl]propionamide ClC=1C(=NC(=NC1)N[C@H]1C[C@H](CC1)O)C1=CC=C2CN(C(C2=C1)=O)[C@@H](C(=O)N[C@H](CO)C1=CC(=CC(=C1)OC)F)C